FC1(CCC(CC1)NN)F (4,4-difluorocyclohexyl)hydrazine